2-fluoro-5-((6-(3-(trifluoromethyl)phenyl)pyridin-2-yl)oxy)phenol FC1=C(C=C(C=C1)OC1=NC(=CC=C1)C1=CC(=CC=C1)C(F)(F)F)O